C(C)(=O)N1CCC(CC1)COC1=CC(=C(C(=O)N)C(=C1)F)NC(CC1CCCC1)=O 4-[(1-acetylpiperidin-4-yl)methoxy]-2-(2-cyclopentylacetamido)-6-fluorobenzamide